(S)-5-(4-((7-ethyl-6-oxo-5H-1,5-naphthyridin-3-yl)methyl)-2-methylpiperazine-1-yl)-N-methylpyridine-2-carboxamide C(C)C=1C(NC=2C=C(C=NC2C1)CN1C[C@@H](N(CC1)C=1C=CC(=NC1)C(=O)NC)C)=O